tert-Butyl (3R)-4-(10-((2-oxo-4-phenylpyridin-1(2H)-yl)methyl)-7-azaspiro[4.5]decane-7-carbonyl)-3-phenylpiperazine-1-carboxylate O=C1N(C=CC(=C1)C1=CC=CC=C1)CC1CCN(CC12CCCC2)C(=O)N2[C@@H](CN(CC2)C(=O)OC(C)(C)C)C2=CC=CC=C2